(3S,4S)-4-(5-chloro-1-methyl-pyrazol-4-yl)-N-[2-(1,1-difluoroethyl)-3-fluoro-phenyl]-1-methyl-2-oxo-pyrrolidine-3-carboxamide ClC1=C(C=NN1C)[C@@H]1[C@H](C(N(C1)C)=O)C(=O)NC1=C(C(=CC=C1)F)C(C)(F)F